ClC=1C(=C(CNC(CNC[C@@H]2C[C@H](C2)NC(OC(C)(C)C)=O)=O)C=CC1)F tert-butyl (trans-3-(((2-((3-chloro-2-fluorobenzyl)amino)-2-oxoethyl)amino)methyl)cyclobutyl)carbamate